3-(8-bromo-5-oxopyrido[3,4-b]pyrazin-6(5H)-yl)azetidine-1-carboxylic acid tert-butyl ester C(C)(C)(C)OC(=O)N1CC(C1)N1C(C2=NC=CN=C2C(=C1)Br)=O